N-cyclopropyl-2-(2-hydroxyethoxy)-6-methoxy-4-[7-(1-methylpyrazol-4-yl)imidazo[1,2-a]pyridin-3-yl]benzamide C1(CC1)NC(C1=C(C=C(C=C1OC)C1=CN=C2N1C=CC(=C2)C=2C=NN(C2)C)OCCO)=O